C1(CC1)C=1N=CN(C1)C1=C(OC2=C1C=C(C=C2)C)C(=O)NC2=NC(=CC=C2)C=2N1C(=NN2)CCC1 (4-cyclopropyl-1H-imidazol-1-yl)-N-(6-(6,7-dihydro-5H-pyrrolo[2,1-c][1,2,4]triazol-3-yl)pyridin-2-yl)-5-methylbenzofuran-2-carboxamide